cis-2-[1-(cyclobutyl-methyl)-8-dimethylamino-2-oxo-8-phenyl-1,3-diazaspiro[4.5]decan-3-yl]-5-methoxy-benzonitrile C1(CCC1)CN1C(N(CC12CCC(CC2)(C2=CC=CC=C2)N(C)C)C2=C(C#N)C=C(C=C2)OC)=O